NC=1C=2N(C(=CN1)C1=CCC(CC1)NC)C(=NC2C2=C(C=C(C=C2)NC(=O)NC2=CC(=CC=C2)F)OC)C(C)C 1-(4-(8-amino-3-isopropyl-5-(4-(methylamino)cyclohex-1-en-1-yl)imidazo[1,5-a]pyrazin-1-yl)-3-methoxyphenyl)-3-(3-fluorophenyl)urea